BrC1=CN=C(C(=N1)C(=O)NC1CCC(CC1)OC)O 6-bromo-3-hydroxy-N-((1r,4r)-4-methoxycyclohexyl)pyrazine-2-carboxamide